Tetraphenylstibonium C1(=CC=CC=C1)[Sb+](C1=CC=CC=C1)(C1=CC=CC=C1)C1=CC=CC=C1